Methyl 1-(4-((S)-4-acryloyl-3-(cyanomethyl)piperazin-1-yl)-2-(((S)-1-methylpyrrolidin-2-yl)methoxy)-5,6,7,8-tetrahydroquinazolin-7-yl)-1,2,3,4-tetrahydroquinoline-6-carboxylate C(C=C)(=O)N1[C@H](CN(CC1)C1=NC(=NC=2CC(CCC12)N1CCCC2=CC(=CC=C12)C(=O)OC)OC[C@H]1N(CCC1)C)CC#N